N[C@]1(CN(CCC1)C=1C=NC(=CC1CN1C2=NC=NC(=C2N=C1)N)C1=C(C=C(C(=C1)F)OC([2H])([2H])[2H])F)[C@@H](C(F)F)O (S)-1-((R)-3-Amino-1-(4-((6-amino-9H-purin-9-yl)methyl)-6-(2,5-difluoro-4-(methoxy-d3)phenyl)pyridin-3-yl)piperidin-3-yl)-2,2-difluoroethan-1-ol